CC1(C(C2=C(C=C3N2C=CNC3=O)C1)CC(=O)[O-])C 7,7-dimethyl-1-oxo-1,6,7,8-tetrahydro-2H-cyclopenta[4,5]pyrrolo[1,2-a]pyrazin-6-ylacetate